NC1=C(C=NN1C1=C(C=C(C=C1)C)F)C(=O)N1C[C@@]2(CCC1)C1=C(NC(O2)=O)C=CC(=C1F)Cl (R)-1'-(5-Amino-1-(2-fluoro-4-methylphenyl)-1H-pyrazole-4-carbonyl)-6-chloro-5-fluorospiro[benzo[d][1,3]oxazine-4,3'-piperidin]-2(1H)-one